2-[(4S)-2,2-dimethyl-1,3-dioxan-4-yl]ethanol CC1(OCC[C@@H](O1)CCO)C